C(OC1=C(C=CC=C1)C1=CC2=CC=CC=C2C=C1)(OC1=CC=CC=C1)=O (2-naphthyl)-phenyl phenyl carbonate